3-[5-[1-([4-[6-(azetidin-1-yl)-2-methyl-1-oxo-2,7-naphthyridin-4-yl]-2,6-dimethoxyphenyl]methyl)piperidin-4-yl]-oxo-3H-isoindol-2-yl]piperidine-2,6-dione N1(CCC1)C=1C=C2C(=CN(C(C2=CN1)=O)C)C1=CC(=C(C(=C1)OC)CN1CCC(CC1)C=1C=C2C(N(CC2=CC1)C1C(NC(CC1)=O)=O)=O)OC